C(C1=CC=CC=C1)OC1=CC(=NC=C1)N1CCC(CC1)NC(=S)NC=1C=NC=CC1 1-(1-(4-(Benzyloxy)pyridin-2-yl)piperidin-4-yl)-3-(pyridin-3-yl)thiourea